2,6-bis(4-fluorobenzylidene)cyclohexanone FC1=CC=C(C=C2C(C(CCC2)=CC2=CC=C(C=C2)F)=O)C=C1